1-oxo-2,4a,5,7a-tetrahydro-1H-cyclopenta[c]pyridine-4-carboxylate O=C1NC=C(C2C1C=CC2)C(=O)[O-]